2-(2,6-dioxopiperidin-3-yl)-5-(2,7-diazaspiro[3.5]nonan-2-yl)isoindoline-1,3-dione O=C1NC(CCC1N1C(C2=CC=C(C=C2C1=O)N1CC2(C1)CCNCC2)=O)=O